COC1=CC=C(C(=N1)C)S(=O)(=O)N1CCC2(CCC(C2)=O)CC1 8-((6-methoxy-2-methylpyridin-3-yl)sulfonyl)-8-azaspiro[4.5]decan-2-one